2,5-bis(3,5-bis(trifluoromethyl)phenyl)-1H-pyrrole-3-carbaldehyde FC(C=1C=C(C=C(C1)C(F)(F)F)C=1NC(=CC1C=O)C1=CC(=CC(=C1)C(F)(F)F)C(F)(F)F)(F)F